CC1=NC=CN=C1CC(C)C 2-methyl-3-(2-methylpropyl)pyrazine